methyl-(pyrimidone) CC1=NC(NC=C1)=O